(R)-N-(2-(1-(4-(5-Chloro-4-((2,4-difluorophenyl)methoxy-d2)-2-methyl-6-pyrimidinon-1(6H)-yl)-5-methylpyridine-2-yl)-1H-pyrazol-3-yl)propan-2-yl)acetamide ClC1=C(N=C(N(C1=O)C1=CC(=NC=C1C)N1N=C(C=C1)C(C)(C)NC(C)=O)C)OC([2H])([2H])C1=C(C=C(C=C1)F)F